C1(=CC=CC=C1)N(C1=CC=C(C=C1)C=1C=C(C2=CC=CC=C2C1)C1=CC=CC=C1)C=1C=CC2=C(C3=C(O2)C=CC=C3N3C2=CC=CC=C2C=2C=CC=CC32)C1 N-phenyl-N-{4-(1-phenyl-naphthalen-3-yl)phenyl}-{1-(9H-carbazol-9-yl)dibenzo[b,d]furan-8-yl}-amine